CN1C[C@@H](CC1)C1(C(C=NC2=CC=CC=C12)N)N 4-[(3R)-1-methylpyrrolidin-3-yl]Quinoline-3,4-diamine